N-cyclopropyl-5-(4-((2-((N-ethylsulfamoyl)amino)pyridin-4-yl)methyl)piperazin-1-yl)-6-methylpicolinamide C1(CC1)NC(C1=NC(=C(C=C1)N1CCN(CC1)CC1=CC(=NC=C1)NS(NCC)(=O)=O)C)=O